2-((2S,4R)-4-Amino-1-(6-chloroimidazo[1,2-a]pyridin-2-carbonyl)pyrrolidin-2-yl)-N-((S)-6-guanidino-1-(methylamino)-1-oxohexan-2-yl)thiazol-4-carboxamid N[C@@H]1C[C@H](N(C1)C(=O)C=1N=C2N(C=C(C=C2)Cl)C1)C=1SC=C(N1)C(=O)N[C@H](C(=O)NC)CCCCNC(=N)N